ClC=1C=C(C=CC1Cl)C=1N=C(SC1SC(C)C)N1N=C(C(=C1C(=O)O)C1=CC(=NC=C1)C)C 1-(4-(3,4-dichlorophenyl)-5-(isopropylthio)thiazol-2-yl)-3-methyl-4-(2-methylpyridin-4-yl)-1H-pyrazole-5-carboxylic acid